3-((2,2-difluoro-6-((4-fluoro-3-(trifluoromethyl)phenyl)carbamoyl)benzo[d][1,3]dioxol-5-yl)carbamoyl)-4-methoxybenzoic acid FC1(OC2=C(O1)C=C(C(=C2)NC(=O)C=2C=C(C(=O)O)C=CC2OC)C(NC2=CC(=C(C=C2)F)C(F)(F)F)=O)F